C(CC)N(C=1C2=C(N=C(N1)N1CC(C1)C=1SC=CN1)CC[S+]2[O-])C2CCOCC2 [1-[4-[Propyl(tetrahydropyran-4-yl)amino]-5-oxido-6,7-dihydrothieno[3,2-d]pyrimidin-5-ium-2-yl]azetidin-3-yl]thiazole